N1=C(C=CC2=CC=CC=C12)C=CC1=NC2=CC=CC=C2C=C1 1,2-diquinolylethylene